2-[2-(2-hydroxyethoxy)ethyl]isoindoline-1,3-dione OCCOCCN1C(C2=CC=CC=C2C1=O)=O